(+-)-2-(4-aminobutyl)-1,3-propanediol NCCCCC(CO)CO